1-(5-bromo-2,4-dimethoxy-phenyl)-3-[(1S)-1-(2-pyrimidin-2-yl-1,2,4-triazol-3-yl)ethyl]urea BrC=1C(=CC(=C(C1)NC(=O)N[C@@H](C)C=1N(N=CN1)C1=NC=CC=N1)OC)OC